N1C=C(C2=CC=CC=C12)CC(CCCC)NC(=O)C=1NC2=CC(=CC=C2C1)N1CCN(CC1)C N-(1-(1H-indol-3-yl)hexan-2-yl)-6-(4-methylpiperazin-1-yl)-1H-indole-2-carboxamide